CO[Sn] monomethyl-oxytin